Cl.NC/C(/CN1N=C2C(C(N(CC2)C(C)(C)C)=O)=C1)=C\F (E)-2-(2-(aminomethyl)-3-fluoroallyl)-5-tert-butyl-2,5,6,7-tetrahydro-4H-pyrazolo[4,3-c]pyridin-4-one hydrochloride